CC(C)NC(CC(=O)O)C 3-(PROPAN-2-YLAMINO)BUTANOIC ACID